2-(furan-2-yl)-1,2,3,4-tetrahydroquinazoline O1C(=CC=C1)C1NC2=CC=CC=C2CN1